(R)-1-(4-bromonaphthalen-1-yl)ethan-1-amine BrC1=CC=C(C2=CC=CC=C12)[C@@H](C)N